1-Methyl-2-nitro-3-(1,4-naphthoquinone-2-yl)indole (S)-benzyl-2-(benzylamino)-4-methylpentanoate C(C1=CC=CC=C1)OC([C@H](CC(C)C)NCC1=CC=CC=C1)=O.CN1C(=C(C2=CC=CC=C12)C=1C(C2=CC=CC=C2C(C1)=O)=O)[N+](=O)[O-]